europium 4-hydroxy-1,5-naphthyridine OC1=CC=NC2=CC=CN=C12.[Eu]